ClC=1C(=C(OC[C@@H](/C=C/[C@H]2[C@@H](C[C@@H]3OC[C@H](CC[C@@H]32)CCCC(=O)OC(C)C)O)O)C=CC1)F 2-Propanyl 4-{(3S,5aR,6R,7R,8aS)-6-[(1E,3R)-4-(3-chloro-2-fluorophenoxy)-3-hydroxy-1-buten-1-yl]-7-hydroxyoctahydro-2H-cyclopenta[b]oxepin-3-yl}butanoate